N1C(=NC2=C1C=CC=C2)C2=C(C(=CC=C2)C)C=2C(=CC(=CC2)C(N[C@H](CCC)C2=CC=CC=C2)=O)C(=O)O 2'-(1H-1,3-benzodiazol-2-yl)-6'-methyl-4-{[(1R)-1-phenylbutyl]carbamoyl}-[1,1'-biphenyl]-2-carboxylic acid